Cl.C(C)OC=1C(=CC(=C(C1)[C@@H]1CNCCC1)OC)CC (R)-3-(5-ethoxy-4-ethyl-2-methoxyphenyl)piperidine hydrochloride